rac-2,6-difluoro-4-[(2R,5S)-5-methyl-2-piperidyl]Phenol FC1=C(C(=CC(=C1)[C@@H]1NC[C@H](CC1)C)F)O |r|